BrC=1C=C(C(N(C1)N)=N)OCC 5-bromo-3-ethoxy-2-imino-pyridin-1-amine